8-Chloro-6-methyl-5-vinylquinoline ClC=1C=C(C(=C2C=CC=NC12)C=C)C